4'-(tert-butyl)-3-nitro-[1,1'-biphenyl]-4-ol C(C)(C)(C)C1=CC=C(C=C1)C1=CC(=C(C=C1)O)[N+](=O)[O-]